C(CCCCCCC)C(CN1C(C2=CN(C(C2=C1)=O)CC(CCCCCCCCCC)CCCCCCCC)=O)CCCCCCCCCC 2,5-bis(2-octyldodecyl)pyrrolo[3,4-c]pyrrol-1,4(2H,5H)-dion